OCCSCSCCO Bis(2-hydroxyethylthio)methan